2,2-bis[4-(3,4-dicarboxyphenyl)phenyl]propane C(=O)(O)C=1C=C(C=CC1C(=O)O)C1=CC=C(C=C1)C(C)(C)C1=CC=C(C=C1)C1=CC(=C(C=C1)C(=O)O)C(=O)O